N1(CCCCCC1)C1=NC(=C(C=C1C(=O)NC1=CC(=CC=C1)S(N)(=O)=O)C#N)C 2-(azepan-1-yl)-5-cyano-6-methyl-N-(3-sulfamoylphenyl)-pyridine-3-carboxamide